C12CN(CC(C1)C2)C2=C(C=C(C=C2F)NC(=O)C=2N=C(OC2CC)N2CC(C2)(C)C)F N-(4-(3-azabicyclo[3.1.1]heptan-3-yl)-3,5-difluorophenyl)-2-(3,3-dimethylazetidin-1-yl)-5-ethyloxazole-4-carboxamide